C(CC)C1=CC=C(C=C1)C1=CC=C(C(=O)O)C=C1 4-(4-propylphenyl)benzoic acid